naphthylphenylbiphenyldiamine C1(=CC=CC2=CC=CC=C12)C=1C(=C(C(=C(C1)C1=CC=CC=C1)N)N)C1=CC=CC=C1